N-[(1H-benzimidazol-2-yl)methyl]-8-methyl-2-(methylsulfanyl)pyrazolo[1,5-a][1,3,5]triazin-4-amine N1C(=NC2=C1C=CC=C2)CNC2=NC(=NC=1N2N=CC1C)SC